C1(CC1)CN1N=C(C=C1)S(=O)(=O)N 1-(cyclopropylmethyl)-1H-pyrazole-3-sulfonamide